3,3'-oxybis(methylene)bis(3-ethyloxetane) O(CC1(COC1)CC)CC1(COC1)CC